N-(2,6-dimethyl-4-(2-methyl-4,5,6,8-tetrahydro-7H-thieno[2,3-c]azepin-7-yl)phenyl)-3,3-dimethylbutanamide CC1=C(C(=CC(=C1)N1CC2=C(CCC1)C=C(S2)C)C)NC(CC(C)(C)C)=O